[2-(dimethylamino)ethyl]-N,N,N'-trimethylethane-1,2-diamine CN(CCC(CNC)N(C)C)C